The molecule is a member of biladienes. It derives from a biladiene-ab. It is a conjugate acid of a red chlorophyll catabolite(2-). CCC1=C(NC(=C1C)C=O)CC2=C(C3=C(N2)/C(=C\\4/[C@H]([C@@H](C(=N4)/C=C\\5/C(=C(C(=O)N5)C=C)C)C)CCC(=O)O)/[C@H](C3=O)C(=O)OC)C